1-(2-(2-amino-6-chloro-9H-purin-9-yl)ethyl)-3-(1-ethyl-3-methyl-1H-pyrazol-5-yl)urea NC1=NC(=C2N=CN(C2=N1)CCNC(=O)NC1=CC(=NN1CC)C)Cl